C(#C)C1=C(C=C(C=N1)C=1C(=CC(=C(C1)NC(C1=CC(=NC=C1)C(F)(F)F)=O)F)C)N1CCOCC1 N-(5-(6-ethynyl-5-morpholinopyridin-3-yl)-2-fluoro-4-methylphenyl)-2-(trifluoromethyl)isonicotinamide